2-[6-(1,2,2,6,6-pentamethyl-piperidin-4-ylamino)-pyridazin-3-yl]-5-pyrazol-1-yl-phenol CN1C(CC(CC1(C)C)NC1=CC=C(N=N1)C1=C(C=C(C=C1)N1N=CC=C1)O)(C)C